C1(=CC=CC=C1)C1=C(C=2C(=NC=CC2)N1)C=O 2-PHENYL-1H-PYRROLO[2,3-B]PYRIDINE-3-CARBOXALDEHYDE